N4-(2-(1H-imidazol-4-yl)ethyl)-N2-(4-methoxyphenethyl)quinazoline-2,4-diamine N1C=NC(=C1)CCNC1=NC(=NC2=CC=CC=C12)NCCC1=CC=C(C=C1)OC